OC[C@@H]1CC[C@H](CC1)C(=O)N(C1=CC(=CC=C1)C1=CN=C(S1)OC)C[C@@H]1CC[C@H](CC1)C1=CC(=C(C=C1)OC)C trans-4-(Hydroxymethyl)-N-((trans-4-(4-methoxy-3-methylphenyl)cyclohexyl)methyl)-N-(3-(2-methoxythiazol-5-yl)phenyl)cyclohexanecarboxamide